ClC=1C=NC(=NC1)N1CCC(CC1)CCCOC1=CC(=C(C=C1)CC(=O)N1CCC2(CN(C2)C[C@@H]([C@H]([C@@H]([C@@H](CO)O)O)O)O)CC1)F 2-(4-(3-(1-(5-chloropyrimidin-2-yl)piperidin-4-yl)propoxy)-2-fluorophenyl)-1-(2-((2S,3R,4R,5R)-2,3,4,5,6-pentahydroxyhexyl)-2,7-diazaspiro[3.5]nonan-7-yl)ethan-1-one